C(C)OC(=O)C1=C(C2=C(N=C(S2)C2=CC=CC=C2)N1)Br 6-bromo-2-phenyl-4H-pyrrolo[2,3-d]thiazole-5-carboxylic acid ethyl ester